(S)-5-amino-N-(7-bromoisochroman-4-yl)-N-methyl-6,8-dihydro-1H-furo[3,4-d]pyrrolo[3,2-b]pyridine-2-carboxamide NC1=C2C(=C3C(=N1)C=C(N3)C(=O)N(C)[C@@H]3COCC1=CC(=CC=C31)Br)COC2